ClC1=C(C=CC=C1)C#CCN1C(C=C(C=C1)C=1OC(=NN1)C(F)F)=O 1-(3-(2-Chlorophenyl)prop-2-yn-1-yl)-4-(5-(difluoromethyl)-1,3,4-oxadiazol-2-yl)pyridin-2(1H)-one